ClC=1C=NSC1N 4-chloroisothiazol-5-amine